C(#N)C1=CC(=C(C=C1)NS(=O)(=O)C1=CNC(=C1)C1=NC=C(C=C1C)F)F N-(4-cyano-2-fluorophenyl)-5-(5-fluoro-3-methylpyridin-2-yl)-1H-pyrrole-3-sulfonamide